2-[[(2S,3R,4R,5S)-3-(3,4-Difluoro-2-methoxy-phenyl)-4,5-dimethyl-5-(trifluoromethyl)tetrahydrofuran-2-carbonyl]amino]pyridin-4-carboxamid FC=1C(=C(C=CC1F)[C@@H]1[C@H](O[C@@]([C@@H]1C)(C(F)(F)F)C)C(=O)NC1=NC=CC(=C1)C(=O)N)OC